6-chloro-9-β-D-ribofuranosyl-9H-purin-2-amine ClC1=C2N=CN(C2=NC(=N1)N)[C@H]1[C@H](O)[C@H](O)[C@H](O1)CO